(7S)-3-{2-[4-(Hydroxymethyl)piperidin-1-yl]ethyl}-7-methyl-2-[2-(1H-pyrazol-1-yl)ethyl]-3H,6H,7H,8H,9H-imidazo[4,5-f]chinolin OCC1CCN(CC1)CCN1C(=NC2=C3CC[C@@H](NC3=CC=C21)C)CCN2N=CC=C2